CC([O-])CCC.[Mg+2].CC([O-])CCC magnesium methyl-n-butoxide